hexacosanylnaphthalenesulfonic acid C(CCCCCCCCCCCCCCCCCCCCCCCCC)C1=C(C2=CC=CC=C2C=C1)S(=O)(=O)O